BrC=1C(=NC=C(C1)F)C=1OC[C@@](N1)(C)CCCC (R)-2-(3-bromo-5-fluoropyridin-2-yl)-4-butyl-4-methyl-4,5-dihydro-oxazole